ClC1=CC=C(C=C1)S(=O)(=O)N1C=C(C2=CC=CC=C12)C=CC(=O)C1=CC=CC=C1 3-(1-((4-chlorophenyl)sulfonyl)-1H-indol-3-yl)-1-phenylprop-2-en-1-one